(1R,3S)-3-(3-{[(2-methyl-1,3-thiazol-5-yl)acetyl]-amino}-1H-pyrazol-5-yl)-cyclopentyl (2,2-difluoro-ethyl)carbamate FC(CNC(O[C@H]1C[C@H](CC1)C1=CC(=NN1)NC(CC1=CN=C(S1)C)=O)=O)F